C(C1=CC=CC=C1)OC1=C(N(C=C(C1=O)C(NCC1=C(C=C(C=C1)F)F)=O)NC(OC(C)(C)C)=O)C(N[C@@H](C)C=C)=O Tert-butyl (S)-(3-(benzyloxy)-2-(but-3-en-2-ylcarbamoyl)-5-((2,4-difluorobenzyl)carbamoyl)-4-oxopyridin-1(4H)-yl)carbamate